(phenylcarbamoyl)sulfamoyl chloride C1(=CC=CC=C1)NC(=O)NS(=O)(=O)Cl